3-(benzyloxy)-5-bromopyridine C(C1=CC=CC=C1)OC=1C=NC=C(C1)Br